ClC1=C(C=C(C(=O)O)C=C1)N1C(NC(CC1)=O)=O 4-chloro-3-(2,4-dioxo-1,3-diazinan-1-yl)benzoic acid